COC1=NC2=CC(=CC(=C2N=C1)C=1SC2=C(N1)C=CC1=C2C[C@H](O1)CNC(OCC(C)C)=O)C (S)-isobutyl ((2-(2-methoxy-7-methylquinoxalin-5-yl)-7,8-dihydrobenzofuro[5,4-d]thiazol-7-yl)methyl)carbamate